[N+](=O)([O-])C=1C=C(C=CC1)C1COCCCN1C(=O)OC(C)(C)C tert-butyl 3-(3-nitrophenyl)-1,4-oxazepane-4-carboxylate